4-(2-amino-ethoxy)-7-fluoro-3-(4-morpholin-4-yl-phenyl)-2H-isoquinolin-1-one NCCOC1=C(NC(C2=CC(=CC=C12)F)=O)C1=CC=C(C=C1)N1CCOCC1